ethyl 3-bromo-3-methyl-2-oxobutanoate BrC(C(C(=O)OCC)=O)(C)C